CC1=CC(OC2=C(C(=CC=C12)C(=O)O)C)=O 4,8-dimethyl-7-carboxyl-coumarin